4-({methyl[6-(trifluoromethyl)pyridin-2-yl]amino}methyl)benzaldehyde CN(C1=NC(=CC=C1)C(F)(F)F)CC1=CC=C(C=O)C=C1